(2R,3R)-benzyl 3-((S)-1-((3R,4S,5S)-4-((S)-2-(((benzyloxy)carbonyl)amino)-N,3-dimethylbutanamido)-3-methoxy-5-methylheptanoyl)pyrrolidin-2-yl)-3-methoxy-2-methylpropanoate C(C1=CC=CC=C1)OC(=O)N[C@H](C(=O)N(C)[C@H]([C@@H](CC(=O)N1[C@@H](CCC1)[C@@H]([C@H](C(=O)OCC1=CC=CC=C1)C)OC)OC)[C@H](CC)C)C(C)C